C(C=C)(=O)OC1=C(C=C(C=C1CC1=C(C(=CC(=C1)C)C(C)(C)C)O)C)C(C)(C)C 2-Tert-butyl-6-[(3-tert-butyl-2-hydroxy-5-methylphenyl)-methyl]-4-methylphenyl prop-2-enoat